2-(1H-imidazol-5-yl)-3-methylcyclopropane-1-carboxamide N1C=NC=C1C1C(C1C)C(=O)N